COCCN(CCNCC(=O)O)C N-[2-[(2-methoxyethyl)methylamino]ethyl]-glycine